1-[(pyridin-4-yl)methyl]-1H-pyrrole-2-carboxylic acid N1=CC=C(C=C1)CN1C(=CC=C1)C(=O)O